CN1N=CC(=C1)C=1C=CC=2N(C1)N=CC2N2CCN(CC2)C([C@@H](C)C2=CC=CC=C2)=O (S)-1-(4-(6-(1-methyl-1H-pyrazol-4-yl)pyrazolo[1,5-a]pyridin-3-yl)piperazin-1-yl)-2-phenylpropan-1-one